N-[1-[(4-methoxyphenyl)methyl]-4-nitro-pyrazol-3-yl]-6-spiro[2H-benzofuran-3,1'-cyclopropane]-4-yloxy-pyridin-3-amine COC1=CC=C(C=C1)CN1N=C(C(=C1)[N+](=O)[O-])NC=1C=NC(=CC1)OC1=CC=CC2=C1C1(CC1)CO2